(2-((1S,3S,5S)-3-cyano-2-azabicyclo[3.1.0]hex-2-yl)-2-oxoethyl)-7-(1-(trifluoromethoxy)ethyl)quinoline-4-carboxamide C(#N)[C@H]1N([C@H]2C[C@H]2C1)C(CC1=NC2=CC(=CC=C2C(=C1)C(=O)N)C(C)OC(F)(F)F)=O